5-(5-(1-((3s,4s)-4-hydroxytetrahydro-2H-pyran-3-yl)piperidin-4-yl)-3-isopropyl-1H-indol-2-yl)-1,3-dimethylpyridin-2(1H)-one O[C@@H]1[C@H](COCC1)N1CCC(CC1)C=1C=C2C(=C(NC2=CC1)C=1C=C(C(N(C1)C)=O)C)C(C)C